CC1(C(N(C(N1CC1=C2C(=NC=C1)N(C=C2)C(=O)OC(C)(C)C)=O)C2=CC=C(C=C2)C2(CCC2)C(F)(F)F)=O)C tert-butyl 4-((5,5-dimethyl-2,4-dioxo-3-(4-(1-(trifluoromethyl)cyclobutyl)phenyl)imidazolidin-1-yl)methyl)-1H-pyrrolo[2,3-b]pyridine-1-carboxylate